N-(2,2-dimethylbutyl)pentane-1,5-diamine CC(CNCCCCCN)(CC)C